ClC=1C(=NC(=NC1)SC)C(=O)N[C@H](CO)C1=CC=CC=C1 5-chloro-N-[(1S)-2-hydroxy-1-phenylethyl]-2-(methylsulfanyl)pyrimidine-4-carboxamide